5-(5-((4'-chloro-[1,1'-biphenyl]-2-yl)methyl)-2,5-diazabicyclo[2.2.2]octan-2-yl)-2-(2,6-dioxopiperidin-3-yl)isoindoline-1,3-dione ClC1=CC=C(C=C1)C1=C(C=CC=C1)CN1C2CN(C(C1)CC2)C=2C=C1C(N(C(C1=CC2)=O)C2C(NC(CC2)=O)=O)=O